6-bromo-2-[(5-tert-butyl-1,2-oxazol-3-yl)methyl]-2,3-dihydro-1H-isoindol-1-one BrC1=CC=C2CN(C(C2=C1)=O)CC1=NOC(=C1)C(C)(C)C